1,2-dimethoxyethane tungsten ethoxide [O-]CC.[W+4].COCCOC.[O-]CC.[O-]CC.[O-]CC